potassium-cesium iodine 2,2-bis(3-fluoro-4-hydroxyphenyl)propane FC=1C=C(C=CC1O)C(C)(C)C1=CC(=C(C=C1)O)F.[I].[Cs].[K]